OC1=NC2=C3C=CC=CC3=NC=C2C=C1 2-E-hydroxy-E-1,6-phenanthroline